FC1=C(C=CC(=C1)NC(=O)C=1[C@H]2CC[C@@H](C1C1=NC(=CC=C1)C(F)(F)F)O2)C2=C(C=CC=C2)F (1R,4S)-N-(2,2'-difluoro-[1,1'-biphenyl]-4-yl)-3-(6-(trifluoromethyl)pyridin-2-yl)-7-oxabicyclo[2.2.1]hept-2-ene-2-carboxamide